ClC=1C=C(C=C(C1OC[C@@H](CCl)O)Cl)C(C)(C)C1=CC=C(OC[C@H](CNC(C)=O)O)C=C1 N-((S)-3-(4-(2-(3,5-dichloro-4-((S)-3-chloro-2-hydroxypropoxy)phenyl)propan-2-yl)phenoxy)-2-hydroxypropyl)acetamide